Cl.N1CCC(CC1)C1=CC2=C(NC(O2)=O)C=C1 6-(piperidin-4-yl)benzo[d]oxazol-2(3H)-one hydrochloride